butyl (S)-(3-(1-(4-fluorophenyl)-N-(2-(methylsulfonyl)ethyl)-1,2,3,4-tetrahydroisoquinoline-2-carboxamido)bicyclo[1.1.1]pentan-1-yl)(2-(methylsulfonyl)ethyl)carbamate FC1=CC=C(C=C1)[C@@H]1N(CCC2=CC=CC=C12)C(=O)N(CCS(=O)(=O)C)C12CC(C1)(C2)N(C(OCCCC)=O)CCS(=O)(=O)C